C(C1=CC=CC=C1)N1N=C(N=C1)C(=O)N[C@@H]1C(N(C=2N(CC1)N=C(C2)C)C)=O (S)-1-Benzyl-N-(2,4-dimethyl-5-oxo-5,6,7,8-tetrahydro-4H-pyrazolo[1,5-a][1,3]diazepin-6-yl)-1H-1,2,4-triazol-3-carboxamid